4-methyltricyclo[3.3.1.13,7]decane-1-amine CC1C2CC3(CC(CC1C3)C2)N